N-(6-methyl-1,2,3,4-tetrahydroquinolin-4-yl)-2-oxo-6-(trifluoromethyl)-1,2-dihydropyridine-3-carboxamide CC=1C=C2C(CCNC2=CC1)NC(=O)C=1C(NC(=CC1)C(F)(F)F)=O